4-(tert-butyl)-N-(2-methyl-4-(2-((1-methyl-1H-pyrazol-4-yl)amino)pyrimidin-4-yl)benzyl)piperazine-1-carboxamide C(C)(C)(C)N1CCN(CC1)C(=O)NCC1=C(C=C(C=C1)C1=NC(=NC=C1)NC=1C=NN(C1)C)C